(8-(4,4-difluoropiperidin-1-yl)-1,7-naphthyridin-6-yl)-2-fluoro-4-nitrobenzamide FC1(CCN(CC1)C=1N=C(C=C2C=CC=NC12)C=1C(=C(C(=O)N)C=CC1[N+](=O)[O-])F)F